[3-(cyclohexylmethoxy)phenyl]tetrahydropyran-4-carboxylic acid C1(CCCCC1)COC=1C=C(C=CC1)C1OCCC(C1)C(=O)O